(2S)-2-amino-3-(3-hydroxy-4-phosphonooxyphenyl)propanamide N[C@H](C(=O)N)CC1=CC(=C(C=C1)OP(=O)(O)O)O